7-(1,3-Dimethyl-1H-pyrazol-4-yl)-8,9,10,11-tetrahydro-3H-pyrazolo[4,3-a]phenanthridine CN1N=C(C(=C1)C1=NC2=CC=C3C(=C2C=2CCCCC12)C=NN3)C